Methyl 2-((5-acrylamido-4-((2-(dimethylamino)ethyl)(methyl) amino)-2-methoxyphenyl)amino)-4-((2-(1-methyl-1H-pyrazol-3-yl)phenyl)amino)pyrimidin-5-carboxylate C(C=C)(=O)NC=1C(=CC(=C(C1)NC1=NC=C(C(=N1)NC1=C(C=CC=C1)C1=NN(C=C1)C)C(=O)OC)OC)N(C)CCN(C)C